1-chloro-2-(chloromethyl)-3-iodobenzene ClC1=C(C(=CC=C1)I)CCl